2,4-dichloro-5-phenylpyrimidine ClC1=NC=C(C(=N1)Cl)C1=CC=CC=C1